4-(5-methyl-2-((1-methyl-1H-pyrazol-5-yl)amino)pyrimidin-4-yl)-N-(quinolin-6-ylmethyl)oxazole-2-carboxamide CC=1C(=NC(=NC1)NC1=CC=NN1C)C=1N=C(OC1)C(=O)NCC=1C=C2C=CC=NC2=CC1